4-hydroxy-4-methylpentanoic acid butyl ester C(CCC)OC(CCC(C)(C)O)=O